1-[3-(2-methoxyethoxy)-4-phenoxyphenyl]-3-phenylurea COCCOC=1C=C(C=CC1OC1=CC=CC=C1)NC(=O)NC1=CC=CC=C1